7-fluoro-2-methyl-5-{5-[(2R,4S)-2-methylpiperidin-4-yl]thieno[2,3-d][1,3]thiazol-2-yl}indazole FC1=CC(=CC2=CN(N=C12)C)C=1SC2=C(N1)SC(=C2)[C@@H]2C[C@H](NCC2)C